bromo-6'-(4-methoxybenzyl)-1'-methylspiro[cyclohexane-1,5'-pyrrolo[3,4-b]pyridine]-4',7'(1'H,6'H)-dione BrC1=CC(C2=C(N1C)C(N(C21CCCCC1)CC1=CC=C(C=C1)OC)=O)=O